COC1=C(CN2CCP(CC2)(C=2C=NC(=CC2)NC=2N=C(C3=C(N2)NC=C3C(F)(F)F)NCC)=O)C=CC(=C1)OC 1-(2,4-di-methoxybenzyl)-4-(6-((4-(ethylamino)-5-(trifluoromethyl)-7H-pyrrolo[2,3-d]pyrimidin-2-yl)amino)pyridin-3-yl)-1,4-azaphosphinane 4-oxide